2-((6-bromo-3-methoxypyridin-2-yl)methyl)isoindoline-1,3-dione BrC1=CC=C(C(=N1)CN1C(C2=CC=CC=C2C1=O)=O)OC